Zinc(II) Oxide [O-2].[Zn+2]